NC1(CN(CC1)C1=NNC(=C1)C=1C(=C(C(=CC1)O)N1CC(NS1(=O)=O)=O)F)C 5-(3-(3-(3-amino-3-methylpyrrolidin-1-yl)-1H-pyrazol-5-yl)-2-fluoro-6-hydroxyphenyl)-1,2,5-thiadiazolidin-3-one 1,1-dioxide